(S)-4-(((S)-3-fluoro-2-methoxypropyl)(4-(5,6,7,8-tetrahydro-1,8-naphthyridin-2-yl)butyl)amino)-2-(1-(3-(trifluoromethyl)pyrazin-2-yl)cyclopropane-1-carboxamido)butanoic acid FC[C@H](CN(CC[C@@H](C(=O)O)NC(=O)C1(CC1)C1=NC=CN=C1C(F)(F)F)CCCCC1=NC=2NCCCC2C=C1)OC